(+)-2,3-bis(tert-butylmethylphosphino)quinoxaline C(C)(C)(C)P(C1=NC2=CC=CC=C2N=C1P(C)C(C)(C)C)C